N-((S)-1-(3-fluoro-5-methoxyphenyl)-2-hydroxyethyl)propanamide tert-Butyl-(5-((5-(3-chloro-4-fluorophenyl)-6-methoxypyridin-3-yl)methyl)pyrazin-2-yl)carbamate C(C)(C)(C)N(C(O)=O)C1=NC=C(N=C1)CC=1C=NC(=C(C1)C1=CC(=C(C=C1)F)Cl)OC.FC=1C=C(C=C(C1)OC)[C@@H](CO)NC(CC)=O